stannous sulfate nickel sulfate S(=O)(=O)([O-])[O-].[Ni+2].S(=O)(=O)([O-])[O-].[Sn+2]